F[P-](F)(F)(F)(F)F.FC1N(CCN1C)C 2-fluoro-1,3-dimethyl-imidazoline hexafluorophosphate